(M)-4-(1,6-dimethyl-1H-indazol-7-yl)-7,7-dimethyl-2-(2-(2-propenoyl)-2,6-diazaspiro[3.4]octan-6-yl)-5,6,7,8-tetrahydro-3-quinolinecarbonitrile CN1N=CC2=CC=C(C(=C12)C1=C(C(=NC=2CC(CCC12)(C)C)N1CC2(CN(C2)C(C=C)=O)CC1)C#N)C